COC1=C2C=CC(=C1)OC3=CC(=C(C=C3)C4=C(C=C(C=C4)OC5=CC(=C2C=C5)OC)OC)OC tetraguaiacol